nitrosuberic acid [N+](=O)([O-])C(C(=O)O)CCCCCC(=O)O